FC1=CC2=C(N(C(C(N2C)=O)=O)C2CCN(CC2)C2=NC=C(C=N2)S(=O)(=O)NC)N=C1 2-(4-(7-fluoro-1-methyl-2,3-dioxo-2,3-dihydropyrido[2,3-b]pyrazin-4(1H)-yl)piperidine-1-yl)-N-methylpyrimidine-5-sulfonamide